rac-(6R)-7-(4-bromo-3-chloro-benzoyl)-2-[4-(cyclopropoxy)phenyl]-6-methyl-3-oxo-N-[[2-(1,2,4-triazol-1-yl)phenyl]methyl]-6,8-dihydro-5H-imidazo[1,5-a]pyrazine-1-carboxamide BrC1=C(C=C(C(=O)N2CC=3N(C[C@H]2C)C(N(C3C(=O)NCC3=C(C=CC=C3)N3N=CN=C3)C3=CC=C(C=C3)OC3CC3)=O)C=C1)Cl |r|